1-(5-Chloro-2-((6-methoxy-2-methyl-1,2,3,4-tetrahydroisoquinolin-7-yl)amino)pyrimidin-4-yl)indoline-3-carboxylic acid ClC=1C(=NC(=NC1)NC1=C(C=C2CCN(CC2=C1)C)OC)N1CC(C2=CC=CC=C12)C(=O)O